C(C1=CC=CC=C1)(=O)ON1C=COC2=C(C1C=1SC=CC1)C(=NN2C2=CC=CC=C2)C(F)(F)F 5-(benzoyloxy)-1-phenyl-4-(thiophen-2-yl)-3-(trifluoromethyl)-4,5-dihydro-1H-pyrazolo[4,3-f][1,4]oxazepin